C(C)OC(=O)C1CCC(CC1)N1CCN(CC1)C(=O)OC(C)(C)C tert-Butyl 4-((1r,4r)-4-(ethoxycarbonyl)cyclohexyl)piperazine-1-carboxylate